3-(5-(chloromethyl)-6-methoxypyridin-3-yl)-4,4-difluoropiperidine-1-carboxylic acid benzyl ester C(C1=CC=CC=C1)OC(=O)N1CC(C(CC1)(F)F)C=1C=NC(=C(C1)CCl)OC